CSC1=NC=CC(=N1)C1=NC=2N(C(=C1)O)N=CC2 5-(2-methylthiopyrimidin-4-yl)pyrazolo[1,5-a]pyrimidin-7-ol